COC1=CC=C(C=C1)N1C(=NN=C1SCC1=CN=CS1)[C@H](CC1=CC=CC=C1)NC(CC1=C(NC2=CC=CC=C12)C)=O (S)-N-(1-(4-(4-methoxyphenyl)-5-((thiazol-5-ylmethyl)thio)-4H-1,2,4-triazol-3-yl)-2-phenylethyl)-2-(2-methyl-1H-indol-3-yl)acetamide